ClC1=C(C=CC=C1CN1CC(CC1)O)C1=C(C(=CC=C1)CN1CC(CC1)O)Cl ((((2,2'-dichloro-[1,1'-biphenyl]-3,3'-diyl)))bis(methylene))bis(pyrrolidin-3-ol)